NC1=C(C=2C(=NC=CN2)N1C1=C(C(=CC=C1C)O)C)C(=O)C=1NC2=CC=C(C=C2C1)S(=O)(=O)C (6-amino-5-(3-hydroxy-2,6-dimethylphenyl)-5H-pyrrolo[2,3-b]pyrazin-7-yl)(5-(methylsulfonyl)-1H-indol-2-yl)methanone